C(CCC)C1=CC=C(C=C1)CC(=O)N(C)OC 2-(4-butylphenyl)-N-methoxy-N-methylacetamide